1-[(4E)-1-(tert-butoxycarbonyl)-3,3-difluoropiperidin-4-ylidene]-4-(4,4,5,5-tetramethyl-1,3,2-dioxaborolan-2-yl)-1,2,3,6-tetrahydro-1lambda5-pyridin-1-ylium C(C)(C)(C)OC(=O)N1CC(\C(\CC1)=[N+]\1/CCC(=CC1)B1OC(C(O1)(C)C)(C)C)(F)F